3-Indoleacetamide Sodium azid [N-]=[N+]=[N-].[Na+].N1C=C(C2=CC=CC=C12)CC(=O)N